N5-(2-(4-amino-1H-indazol-1-yl)ethyl)-2-(furan-2-yl)-[1,2,4]triazolo[1,5-a][1,3,5]triazine-5,7-diamine NC1=C2C=NN(C2=CC=C1)CCNC1=NC=2N(C(=N1)N)N=C(N2)C=2OC=CC2